NC1=NC(=C2C(=N1)N=CN(C2=O)CC2=CC=C(C=C2)C(=O)N2CCNCC2)NCCCC 7-amino-5-(butylamino)-3-(4-(piperazine-1-carbonyl)benzyl)pyrimido[4,5-d]pyrimidin-4(3H)-one